C(C=C)(=O)NCCCCP([O-])([O-])=O acrylamido-butylphosphonate